CC=1C=C(C=CC1OC1=CC=2N(C=C1)N=CN2)NC2=NC=NC1=CC=C(C=C21)[N+](=O)[O-] N-[3-Methyl-4-([1,2,4]triazolo[1,5-a]pyridin-7-yloxy)phenyl]-6-nitro-4-quinazolinamine